NC=1SC2=C(N1)C(=CC=C2F)C2=C(C=C1C(=C(C=NC1=C2F)C#N)N2CCNCC2)Cl 7-(2-amino-7-fluorobenzo[d]thiazol-4-yl)-6-chloro-8-fluoro-4-(piperazin-1-yl)quinoline-3-carbonitrile